N1CCC(CC1)OC(NC=1N=CC2=C(C(=C(C=C2C1)C1=C(C2=C(OCCN2)N=C1)C)F)N)=O Piperidin-4-yl(8-amino-7-fluoro-6-(8-methyl-2,3-dihydro-1H-pyrido[2,3-b][1,4]oxazin-7-yl)isoquinolin-3-yl)carbamate